4,4'-biphenyldicarboxylic anhydride C12=CC=C(C=C1)C(=O)OC(=O)C1=CC=C2C=C1